C(C)SC1=NN=C2N1C=C(C=C2)N 3-(ethylsulfanyl)-6-amino-[1,2,4]triazolo[4,3-a]pyridine